2-chloro-pentaN ClC(C)CCC